N-[1-[cyclopropyl(phenyl)methyl]-2-[4-(3,5-dimethyl-1H-pyrazol-4-yl)anilino]-2-oxo-ethyl]-2-methyl-pyrazole-3-carboxamide C1(CC1)C(C(C(=O)NC1=CC=C(C=C1)C=1C(=NNC1C)C)NC(=O)C=1N(N=CC1)C)C1=CC=CC=C1